5-((4-(3-((4-((3-chloro-4-fluorophenyl)amino)-7-methoxyquinazolin-6-yl)oxy)propyl)piperazine-1-yl)methyl)-2-(2,6-dioxopiperidin-3-yl)isoindoline-1,3-dione ClC=1C=C(C=CC1F)NC1=NC=NC2=CC(=C(C=C12)OCCCN1CCN(CC1)CC=1C=C2C(N(C(C2=CC1)=O)C1C(NC(CC1)=O)=O)=O)OC